bromobenzofuran-2-carboxylic acid BrC1=C(OC2=C1C=CC=C2)C(=O)O